FC1=CC=C(C=C1)C1=NOC(=C1COC1=CC=C(N=N1)C=1N=NN2C1COCC2)C 3-(6-((3-(4-fluorophenyl)-5-methylisoxazol-4-yl)methoxy)pyridazin-3-yl)-6,7-dihydro-4H-[1,2,3]triazolo[5,1-c][1,4]oxazine